4-chloro-2-morpholino-6-(4-pyridylamino)pyrimidine-5-carboxylic acid ethyl ester C(C)OC(=O)C=1C(=NC(=NC1NC1=CC=NC=C1)N1CCOCC1)Cl